FC1=CC(=C(C=C1)N1C(=C(C=2C1=CN=CC2)C(=O)[C@@H]2C[C@H](N(CC2)C(=O)OC(C)(C)C)C)C)C(N(CC(F)(F)F)C(C)C)=O |o1:18,20| rel-tert-Butyl (2R,4S)-4-(1-(4-fluoro-2-(isopropyl(2,2,2-trifluoroethyl)carbamoyl)phenyl)-2-methyl-1H-pyrrolo[2,3-c]pyridine-3-carbonyl)-2-methylpiperidine-1-carboxylate